4-chloro-1-(1-(4-(5-methoxy-4-methylpyridin-3-yl)-1H-1,2,3-triazol-1-yl)ethyl)pyridin-2(1H)-one ClC1=CC(N(C=C1)C(C)N1N=NC(=C1)C=1C=NC=C(C1C)OC)=O